C(C)(C)C1=NN(C(=C1)C(=O)NC(C)C1=CC(=NO1)C1=CC(=NC=C1)C(F)(F)F)C 3-isopropyl-1-methyl-N-(1-(3-(2-(trifluoromethyl)pyridin-4-yl)isoxazol-5-yl)ethyl)-1H-pyrazole-5-carboxamide